C(CCCCCCCCCCCCCCCCCCCCCCCCCCCCCCC)(=O)OCCCCCCCCCCCCCCCCCCCCCCCC lignoceryl dotriacontanoate